ClC=1C=CC2=C(N=C(O2)C2CC3(CC(C3)NC(=O)C=3OC(=CC3)S(NC(CC)=O)(=O)=O)C2)C1 N-[6-(5-chloro-1,3-benzoxazol-2-yl)spiro[3.3]heptan-2-yl]-5-(propanoylsulfamoyl)furan-2-carboxamide